3-((4-(bis(4-chlorophenyl)methyl)piperazin-1-yl)methyl)-N-methyl-N-(2-(pyrrolidin-1-yl)ethyl)-4-(trifluoromethyl)aniline ClC1=CC=C(C=C1)C(N1CCN(CC1)CC=1C=C(N(CCN2CCCC2)C)C=CC1C(F)(F)F)C1=CC=C(C=C1)Cl